O.OC1=CC=C(C(=O)O)C=C1 p-hydroxybenzoic acid hydrate